4a-(3-Chlorophenyl)hexahydro-2H-benzo[b][1,4]oxazin-3(4H)-one ClC=1C=C(C=CC1)C12C(OCC(N1)=O)CCCC2